(S)-2-amino-3-(4-bromo-2-fluorophenyl)propionitrile L-tartrate C(=O)(O)[C@H](O)[C@@H](O)C(=O)O.N[C@H](C#N)CC1=C(C=C(C=C1)Br)F